FC1([C@@H]([C@H](CCC1)N1CCN(CC1)C(C)C)NC(CC=1C(=C(C=CC1)C1=CC=CC=C1)F)=O)F N-((1R,6S)-2,2-difluoro-6-(4-isopropylpiperazin-1-yl)cyclohexyl)-2-(2-fluoro-[1,1'-biphenyl]-3-yl)acetamide